N-bocpiperidine-4-ol hexaethyl-6,6',6''-(benzene-1,3,5-triyl)tris(2-aminoazulene-1,3-dicarboxylate) C(C)C1=C(C2=C(C(=C(C2=CC=C1C=1C=C(C=C(C1)C=1C(=C(C2=C(C(=C(C2=C(C1CC)CC)C(=O)O)N)C(=O)O)CC)CC)C=1C=CC2=C(C(=C(C2=CC1)C(=O)O)N)C(=O)O)C(=O)O)N)C(=O)O)CC.C(=O)(OC(C)(C)C)N1CCC(CC1)O